C(C=1C(O)=CC=CC1)(=O)[O-].OCC(=O)[O-].OCC(=O)[O-].[Ti+3] titanium bis-(α-hydroxyacetate) mono-salicylate